2-(4-(6-((4-Cyano-2-fluorobenzyl)oxy)pyridin-2-yl)-2,5-difluorobenzyl)-4-methoxy-1-(oxetan-2-ylmethyl)-1H-benzo[d]imidazole-6-carboxylic acid C(#N)C1=CC(=C(COC2=CC=CC(=N2)C2=CC(=C(CC3=NC4=C(N3CC3OCC3)C=C(C=C4OC)C(=O)O)C=C2F)F)C=C1)F